3-(4-bromophenyl)tetrahydro-1H-pyrrolizin BrC1=CC=C(C=C1)C1CCC2=CCCN12